OC=1C=C(C=CC1O)CCC 3,4-dihydroxyphenylpropane